(1S)-N-((4-fluoro-3-hydroxyquinuclidin-3-yl)methyl)-1-(4-fluorophenyl)-3,4-dihydroisoquinoline-2(1H)-carboxamide FC12C(CN(CC1)CC2)(O)CNC(=O)N2[C@H](C1=CC=CC=C1CC2)C2=CC=C(C=C2)F